ClC1=C(C(=CC=C1)Cl)NC(=O)C=1C(=NC(=NC1)SC)OC N-(2,6-dichlorophenyl)-4-methoxy-2-(methylsulfanyl)pyrimidine-5-carboxamide